2,6-difluorobenzyl alcohol FC1=C(CO)C(=CC=C1)F